CN1C(CC(CC1)N1CCS(CC1)(=O)=O)C(=O)O.C1(C=CC(N1C(COCCOCCOCCOCCOCCOCCOCCO)O)=O)=O maleimidooctaethylene glycol methyl-4-(1,1-dioxo-1,4-thiazinan-4-yl)piperidine-2-carboxylate